O1C(CCCC1)N1N=C2C3=C(CCC2=C1B1OC(C(O1)(C)C)(C)C)C=CO3 2-(tetrahydro-2H-pyran-2-yl)-3-(4,4,5,5-tetramethyl-1,3,2-dioxaborolan-2-yl)-4,5-dihydro-2H-furo[3,2-g]indazole